titanium aluminum titanium silicon [Si].[Ti].[Al].[Ti]